3,4-diethyl-1,6-hexanediamine C(C)C(CCN)C(CCN)CC